C1(CC1)C1=CC(=NC=2N1N=C(C2)B2OC(C(O2)(C)C)(C)C)C(=O)N2[C@@H](C1=CC=CC=C1CC2)C (1R)-2-[7-cyclopropyl-2-(tetramethyl-1,3,2-dioxaborolan-2-yl)pyrazolo[1,5-a]Pyrimidine-5-carbonyl]-1-methyl-1,2,3,4-tetrahydroisoquinoline